[Rh]Cl.C12C=CC(C=C1)C2 bicyclo[2.2.1]heptan-2,5-diene rhodium(I) chloride